FC1=CC=C(OC2=CC=C(C=C2)S(=O)(=O)N(C(C)(C)C(NO)=O)C(C(=O)O)C)C=C1 [(4-(4-fluoro-phenoxy)-benzenesulfonyl)-(1-hydroxycarbamoyl-1-methyl-ethyl)-amino]-propionic acid